C1(CCCCC1)[C@@H](C(=O)NC1=CC=C(C=C1)C=1C(=NNC1C)NC)NC(=O)C=1N(N=CC1)C N-[(1S)-1-cyclohexyl-2-[4-[5-methyl-3-(methylamino)-1H-pyrazol-4-yl]anilino]-2-oxo-ethyl]-2-methyl-pyrazole-3-carboxamide